N(=C=S)C=1C=C(C(=NC1)C#N)C(F)(F)F 5-isothiocyanato-3-(trifluoromethyl)pyridinenitrile